C1(CCC1)S(=O)C1=CC=C(COC=2C(C=C(OC2)CN2CC3=CC=CC=C3C2)=O)C=C1 5-((4-(cyclobutanesulfinyl)benzyl)oxy)-2-(isoindolin-2-ylmethyl)-4H-pyran-4-one